tert-butyl N-[(1R)-2-[methoxy(methyl)amino]-1-(2-naphthylmethyl)-2-oxo-ethyl]carbamate CON(C([C@@H](CC1=CC2=CC=CC=C2C=C1)NC(OC(C)(C)C)=O)=O)C